N-methyl-N-propyl-pyrrolidinium trifluoromethanesulfonate FC(S(=O)(=O)[O-])(F)F.C[N+]1(CCCC1)CCC